C1(CC1)C(C(C)P(OC)(O)=O)C1=CC(=CC=C1)OCC1=CC(=C(C=C1)C1=CC(=NC=C1F)OC)CN(C(C)C)C(C)C methyl hydrogen (1-cyclopropyl-1-(3-((3-((diisopropylamino)methyl)-4-(5-fluoro-2-methoxypyridin-4-yl)benzyl)oxy)phenyl)propan-2-yl)phosphonate